1-(3,5-dichlorophenyl)-3-methyl-1H-benzo[g]indazole-4,5-dione ClC=1C=C(C=C(C1)Cl)N1N=C(C=2C(C(C3=C(C12)C=CC=C3)=O)=O)C